ClC=1C(=C(C=CC1Cl)NC1=NC=NC2=CC(=C(C=C12)NC(C=C)=O)C#C[C@@]12CN(C[C@H]2C1)C)F N-(4-((3,4-dichloro-2-fluorophenyl)amino)-7-(((1R,5S)-3-methyl-3-azabicyclo[3.1.0]hexan-1-yl)ethynyl)quinazolin-6-yl)acrylamide